C(=O)(OC(C)(C)C)N1[C@@H](C[C@H](C1)OC)C(=O)O (2S,4R)-N-Boc-4-methoxypyrrolidine-2-carboxylic acid